ClCC1=C(C=NN1C)C1=CC=C(C(=N1)C)NC(OC(C)(C)C)=O tert-butyl (6-(5-(chloromethyl)-1-methyl-1H-pyrazol-4-yl)-2-methylpyridin-3-yl)carbamate